O1C(OCCC1)CN1C=[N+](C2=C1C(C1=CC=CC=C1C2=NO)=O)C (E) or (Z)-1-((1,3-dioxan-2-yl)methyl)-4-(hydroxyimino)-3-methyl-9-oxo-4,9-dihydro-1H-naphtho[2,3-d]imidazol-3-ium